NC(=NC(C1=CC(=C(C=C1)C(C)C)S(=O)(=O)C)=O)N N-(diaminomethylene)-3-methanesulfonyl-4-(propan-2-yl)benzamide